(S)-sulfilimine [SH2]=N